methyl 2-((1R,5S,6s)-3-oxabicyclo[3.1.0]hexan-6-yl)-2-((tert-butoxycarbonyl)amino)acetate [C@@H]12COC[C@H]2C1C(C(=O)OC)NC(=O)OC(C)(C)C